C(C)OC(=O)C1=NC(=CC=C1)OC(F)F 6-(difluoromethoxy)pyridine-2-carboxylic acid ethyl ester